(S)-N-(ethylsulfonyl)-3-(5-(trifluoromethyl)-2,3-dihydrobenzofuran-2-yl)benzamide ethyl-(S)-lactate C(C)OC([C@@H](O)C)=O.C(C)S(=O)(=O)NC(C1=CC(=CC=C1)[C@H]1OC2=C(C1)C=C(C=C2)C(F)(F)F)=O